N-((1R,3s,5S)-8-azabicyclo[3.2.1]oct-3-yl)-4-(2-(2-cyanothieno[2,3-d]pyrimidin-4-yl)cyclopropyl)-N-methylbenzamide [C@H]12CC(C[C@H](CC1)N2)N(C(C2=CC=C(C=C2)C2C(C2)C=2C1=C(N=C(N2)C#N)SC=C1)=O)C